COC1=C(C=C(C=C1)B1OC(C(O1)(C)C)(C)C)NC(C=C)=O N-[2-methoxy-5-(4,4,5,5-tetramethyl-1,3,2-dioxaborolan-2-yl)phenyl]prop-2-enamide